ClC1=NC=C2N(C(N(C2=N1)C12CC3C(C(CC(C1)C3)C2)O)=O)C 2-chloro-9-(4-hydroxyadamantan-1-yl)-7-methyl-7,9-dihydro-8H-purin-8-one